C(/C1=CC=CC=C1)=N\NC(C1=CC=CC=C1)=O (E)-N'-benzylidenebenzohydrazide